O1COC2=C1C=CC(=C2)N(S(=O)(=O)C)CC2=NC=C(C=C2)C(=O)NN N-(benzo[d][1,3]dioxol-5-yl)-N-((5-(hydrazinecarbonyl)pyridin-2-yl)methyl)methanesulfonamide